CN1CC(CCC1)C(=O)OCC(COC(CC12CC3CC(CC(C1)C3)C2)=O)COC(CCCCCCC\C=C/C\C=C/CCCCC)=O 3-(2-((3r,5r,7r)-adamantan-1-yl)acetoxy)-2-((((9Z,12Z)-octadeca-9,12-dienoyl)oxy)methyl)propyl 1-methylpiperidine-3-carboxylate